N1C=CC2=CC3=C(C=C12)C=CC=C3 1H-benzo[f]indole